2-((6-(4-bromo-2-chlorophenyl)-2-(methylthio)pyrido[2,3-d]pyrimidin-7-yl)amino)ethan-1-ol BrC1=CC(=C(C=C1)C1=CC2=C(N=C(N=C2)SC)N=C1NCCO)Cl